IC1=CC=2CC3=CC(=C(C(=C3OC2C(=C1O)I)I)O)I 2,4,5,7-Tetraiodo-3,6-dihydroxyxanthene